1-chloro-8-phenyldibenzo[b,d]thiophene ClC1=CC=CC=2SC3=C(C21)C=C(C=C3)C3=CC=CC=C3